ethyl 2-(bromomethyl)-4-fluorobenzoate BrCC1=C(C(=O)OCC)C=CC(=C1)F